(Z)-6-bromo-N'-(4-((tert-butyldimethylsilyl)oxy)-2-ethylphenyl)-4-chloropyrrolo[1,2-b]-pyridazine-3-carboximidamide BrC=1C=C2N(N=CC(=C2Cl)/C(/N)=N/C2=C(C=C(C=C2)O[Si](C)(C)C(C)(C)C)CC)C1